(S)-2-((3S,5S,8R,9S,10S,13S,14S,17R)-3-hydroxy-10,13-dimethylhexadecahydro-1H-cyclopenta[a]phenanthren-17-yl)propyl 4-(pyridin-4-yl)piperazine-1-carboxylate N1=CC=C(C=C1)N1CCN(CC1)C(=O)OC[C@@H](C)[C@H]1CC[C@H]2[C@@H]3CC[C@H]4C[C@H](CC[C@@]4([C@H]3CC[C@]12C)C)O